4,4-difluoro-1,3,5,7,8-pentamethyl-4-bora-3a,4a-diaza-s-indacene [B-]1(N2C(=CC(=C2C(=C3[N+]1=C(C=C3C)C)C)C)C)(F)F